(tert-butoxycarbonyl)-5-((tert-butoxycarbonyl)(methyl)amino)piperidine-3-carboxylic acid C(C)(C)(C)OC(=O)N1CC(CC(C1)N(C)C(=O)OC(C)(C)C)C(=O)O